N-(4-bromo-2-(difluoromethyl)benzyl)-3-(tert-butyl)-1,2,4-oxadiazole-5-carboxamide BrC1=CC(=C(CNC(=O)C2=NC(=NO2)C(C)(C)C)C=C1)C(F)F